NCCSCCC[SiH2][SiH2][SiH3] 3-(2-aminoethylthio)propyltrisilane